BrC=1C=C(C=C(C1)F)C[C@@H](C(=O)NC)NC(=O)C1=CC(=NN1CC1=CC(=CC=C1)Br)C1=CC=CC=C1 (S)-N-(3-(3-bromo-5-fluorophenyl)-1-(methylamino)-1-oxopropan-2-yl)-1-(3-bromobenzyl)-3-phenyl-1H-pyrazole-5-carboxamide